Disodium 6-chloropurine ClC1=C2NC=NC2=NC=N1.[Na].[Na]